C1(=CC=CC=C1)NC1=CC2=C(OC3=C2C=C(C=C3)C=3C=CC=2N(C4=CC=CC=C4C2C3)C3=CC=CC=C3)C=C1 N-phenyl-8-(9-phenyl-9H-carbazol-3-yl)dibenzo[b,d]Furan-2-amine